4-[2-(cyclopropylmethoxy)-5-methylsulfonylphenyl]-7-fluoro-2-methylisoquinolin-1-one C1(CC1)COC1=C(C=C(C=C1)S(=O)(=O)C)C1=CN(C(C2=CC(=CC=C12)F)=O)C